(R)-4-BOC-2-morpholinecarboxylic acid C(=O)(OC(C)(C)C)N1C[C@@H](OCC1)C(=O)O